The molecule is anion of delphinidin delphinidin 3-O-(6''-O-malonyl)-beta-D-glucoside-3'-O-beta-D-glucoside arising from deprotonation of the malonyl carboxy and 5-hydroxy groups. It is a conjugate base of a delphinidin 3-O-(6''-O-malonyl)-beta-D-glucoside-3'-O-beta-D-glucoside. C1=C(C=C(C(=C1O)O)O[C@H]2[C@@H]([C@H]([C@@H]([C@H](O2)CO)O)O)O)C3=C(C=C4C(=CC(=O)C=C4O3)O)O[C@H]5[C@@H]([C@H]([C@@H]([C@H](O5)COC(=O)CC(=O)[O-])O)O)O